C(C1=CC=CC=C1)OC1=C(C=C2C3=C(C=C(C(=C3)CC)OCC3=CC=CC=C3)C3(CCC3)OC2=C1)C 3,8-bis(benzyloxy)-9-ethyl-2-methyl-spiro[benzo[c]chromene-6,1'-cyclobutane]